ClC=1C=C(CNC2=NC(=NC3=CC=C(C=C23)C=2C(=NOC2C)C)C=2C=NN(C2)CC(=O)NC)C=CC1 2-(4-(4-((3-chlorobenzyl)amino)-6-(3,5-dimethylisoxazol-4-yl)quinazolin-2-yl)-1H-pyrazol-1-yl)-N-methylacetamide